8-((4-(2-methyl-6-(methylcarbamoyl)pyridin-3-yl)piperazin-1-yl)methyl)pyrrolo[1,2-c]quinazolin-5(6H)-one CC1=NC(=CC=C1N1CCN(CC1)CC=1C=CC=2C=3N(C(NC2C1)=O)C=CC3)C(NC)=O